3-(4-bromobutoxy)-2-(1-(tetrahydro-2H-pyran-2-yl)-1H-pyrazol-5-yl)-1-naphthacene-nitrile BrCCCCOC=1C(=C(C2=CC3=CC4=CC=CC=C4C=C3C=C2C1)C#N)C1=CC=NN1C1OCCCC1